BrCCOCCOC1=C(C=C(C(=C1)\C=C\C1=C(C(=CC=C1)C1=CC=CC=C1)C)C(F)(F)F)CN1[C@H](CCCC1)C(=O)OC(C)(C)C 2-Methylprop-2-yl (2R)-1-{[2-({2-[(2-bromoethyl)oxy]ethyl}oxy)-4-[(1E)-2-(2-Methyl-3-phenylphenyl)vinyl]-5-(trifluoromethyl)phenyl]methyl}hexahydropyridine-2-carboxylate